NC1=NC(N(C=C1F)[C@@H]1O[C@@]([C@H]([C@@H]1O)O)(CO)CC)=O 4-amino-1-[(2R,3S,4S,5R)-5-ethyl-3,4-dihydroxy-5-(hydroxymethyl)oxolan-2-yl]-5-fluoropyrimidin-2-one